hydroxypropanesulfonic acid lithium [Li].OC(CC)S(=O)(=O)O